chloro-5-(difluoromethoxy)-3-(1H-imidazol-1-yl)-2-(5-(trifluoromethyl)-1H-1,2,4-triazol-3-yl)-1H-indole ClN1C(=C(C2=CC(=CC=C12)OC(F)F)N1C=NC=C1)C1=NNC(=N1)C(F)(F)F